C(C)(C)(C)OC(=O)[C@H](CCC(=O)ON1C(CCC1=O)=O)NC(=O)[C@@](C(=O)OCC1=CC=CC=C1)(CCCCCCCCCCC(=O)OCC1=CC=CC=C1)CCCCCCCCCCC |o1:23| Dibenzyl (2S*)-2-[[(1S)-1-tert-butoxycarbonyl-4-(2,5-dioxopyrrolidin-1-yl)oxy-4-oxo-butyl]carbamoyl]-2-undecyl-tridecanedioate